3-(1-(3,4-dichlorophenyl)pyrrolidin-3-yl)-2-fluorobenzoic acid methyl ester COC(C1=C(C(=CC=C1)C1CN(CC1)C1=CC(=C(C=C1)Cl)Cl)F)=O